The molecule is a hydroperoxyicosatrienoate resulting from the deprotonation of the carboxy group of (8Z,11Z,13E,15S)-15-hydroperoxyicosa-8,11,13-trienoic acid. The major species at pH 7.3. It is a conjugate base of an (8Z,11Z,13E,15S)-15-hydroperoxyicosa-8,11,13-trienoic acid. CCCCC[C@@H](/C=C/C=C\\C/C=C\\CCCCCCC(=O)[O-])OO